FC1=C(C(=CC(=C1)O)F)C[C@@H](CNC(C[C@H](C)C1=CC=CC=C1)=O)N(C)C (S)-N-((S)-3-(2,6-difluoro-4-hydroxyphenyl)-2-(dimethylamino)propyl)-3-phenylbutyramide